1-(3-chloro-4-iodopyridin-2-yl)-N-methyl-1H-pyrrole-3-carboxamide ClC=1C(=NC=CC1I)N1C=C(C=C1)C(=O)NC